3-[(6,7-dichloro-2,2-dioxo-4,9-dihydro-1H-pyrrolo[3,2-h][2,1,3]benzothiadiazin-3-yl)methyl]phenol ClC=1C2=C(C3=C(CN(S(N3)(=O)=O)CC=3C=C(C=CC3)O)C1)NC=C2Cl